(2,4,5-trifluoro-phenyl)methan-amine FC1=C(C=C(C(=C1)F)F)CN